ClC1=CC=C(C(=N1)C(=O)O)N[C@H](C)C1=C2N=C(C(=NC2=CC(=C1)C)C#N)N1CCN(CC1)C=1C(=NC=CC1)C#N (R)-6-chloro-3-((1-(2-cyano-3-(4-(2-cyanopyridin-3-yl)piperazin-1-yl)-7-methylquinoxalin-5-yl)ethyl)amino)picolinic acid